(S)-3-(10-bromo-6,7-dihydro-5H-benzo[b]imidazo[2,1-d][1,5]oxazocine-2-yl)-4-(difluoromethyl)oxazolidin-2-one BrC=1C=CC2=C(OCCCN3C2=NC(=C3)N3C(OC[C@H]3C(F)F)=O)C1